C(#N)C=1C2=C(SC1C1=C(C=NN1C)C1=CC=C3C(NN=C(C3=C1)C1N(CC1)C(=O)OC(C)(C)C)=O)C=CC=C2 tert-butyl 2-(7-(5-(3-cyanobenzo[b]thiophen-2-yl)-1-methyl-1H-pyrazol-4-yl)-4-oxo-3,4-dihydrophthalazin-1-yl)azetidine-1-carboxylate